acetyl-quinuclidine C(C)(=O)C1N2CCC(C1)CC2